N,N-diallyl-4,4'-oxybisbenzenesulfonamide C(C=C)N(S(=O)(=O)C1=CC=C(C=C1)OC1=CC=C(C=C1)S(=O)(=O)N)CC=C